3-bromo-5,5-difluoro-2-(5-fluoropyridin-2-yl)-4,5,6,7-tetrahydropyrazolo[1,5-a]pyridine BrC=1C(=NN2C1CC(CC2)(F)F)C2=NC=C(C=C2)F